2-(benzyloxymethyl)-2-[(3R)-1-tert-butoxycarbonylpyrrolidin-3-yl]-3-(3-phenylphenyl)propionic acid C(C1=CC=CC=C1)OCC(C(=O)O)(CC1=CC(=CC=C1)C1=CC=CC=C1)[C@@H]1CN(CC1)C(=O)OC(C)(C)C